N,N-dimethyl-3-nonyltricosan-13,16-dien-1-amine CN(CCC(CCCCCCCCCC=CCC=CCCCCCC)CCCCCCCCC)C